2-(p-ethoxycarbonylanilino)-1,3,4-trifluoroanthraquinone C(C)OC(=O)C1=CC=C(NC2=C(C=3C(C4=CC=CC=C4C(C3C(=C2F)F)=O)=O)F)C=C1